C1(CC1)C=1C=C(OC=2C(=NC(=NC2)C)C(=O)NCCC2=C(C=C(C=C2)Cl)Cl)C=CC1 5-(3-cyclopropylphenoxy)-N-[2-(2,4-dichlorophenyl)ethyl]-2-methyl-pyrimidine-4-carboxamide